N-(4-(methoxymethoxy)phenyl)pyridin COCOC1=CC=C(C=C1)N1CC=CC=C1